C(#N)C1=CC2=C(N(C(N2)=O)C2CCC(CC2)C(=O)NC2=CC(=C(C=C2)C)OC)C=C1 4-(5-cyano-2-oxo-2,3-dihydro-1H-1,3-benzodiazol-1-yl)-N-(3-methoxy-4-methylphenyl)cyclohexane-1-carboxamide